5-(3-iodo-1H-pyrazolo[3,4-c]pyridin-5-yl)spiro[2.3]hexane-5-carbonitrile IC1=NNC2=CN=C(C=C21)C2(CC1(CC1)C2)C#N